(R)-N-(1-(3-(difluoromethyl)-2-fluorophenyl)ethyl)-2-methyl-6-(4-methylpiperazin-1-yl)quinolin-4-amine FC(C=1C(=C(C=CC1)[C@@H](C)NC1=CC(=NC2=CC=C(C=C12)N1CCN(CC1)C)C)F)F